ClC=1C=C(C#N)C=C(C1)OC1=C(N=CN(C1=O)CC=1C(NN=C(C1)C(C)(F)F)=O)C(F)(F)F 3-chloro-5-((1-((6-(1,1-difluoroethyl)-3-oxo-2,3-dihydropyridazin-4-yl)methyl)-6-oxo-4-(trifluoromethyl)-1,6-dihydropyrimidin-5-yl)oxy)benzonitrile